5-(dimethylamino)-7-methyl-6-(4-(methylthio)benzyl)imidazo[1,2-a]pyridine-8-carbonitrile CN(C1=C(C(=C(C=2N1C=CN2)C#N)C)CC2=CC=C(C=C2)SC)C